ClC1=C(C=C2C(C(NC2=C1)=O)=C(O)C1=CC(=NO1)OC)C1=CC=C(C=C1)N1CCOCC1 6-Chloro-3-[1-hydroxyl-(3-methoxy-isoxazol-5-yl)-methylidene]-5-(4-morpholin-4-yl-phenyl)-1,3-dihydro-indol-2-one